NC=1C=CC(=NC1)C(C#N)(C)C 2-(5-aminopyridine-2-yl)-2-methylpropanenitrile